CC1=C(C(NC(=C1)C)=O)CNC(=O)C=1C(=C(N2C=C(C=C2C1)C1=CC=C(C=C1)CN(C)C)C(C)N1CCOCC1)C N-((4,6-dimethyl-2-oxo-1,2-dihydropyridin-3-yl)methyl)-2-(4-((dimethylamino)methyl)phenyl)-6-methyl-5-(1-morpholinoethyl)indolizine-7-carboxamide